C(#N)C1=CC(=C(OC=2N=NC(=CC2C(=O)NC2=CC(=CC=C2)S(=O)(=O)C)C(F)(F)F)C=C1)OC (R)-3-(4-cyano-2-methoxyphenoxy)-N-(3-(S-methylsulfonyl)phenyl)-6-(trifluoromethyl)pyridazine-4-carboxamide